CN1CC(C1)OC=1C=C2CCN(CC2=CC1)C(=O)OC(C)(C)C tert-Butyl 6-((1-methylazetidin-3-yl)oxy)-3,4-dihydroisoquinoline-2(1H)-carboxylate